(4-Biphenylyl)-6-phenylpyrimidine C1(=CC=C(C=C1)C1=NC(=CC=N1)C1=CC=CC=C1)C1=CC=CC=C1